2,4-dibenzyloxybenzene C(C1=CC=CC=C1)OC1=CC=CC(=C1)OCC1=CC=CC=C1